BrC=1N=C(C=2N(C1)C=C(N2)C(=O)N2C[C@H]([C@@]1(CC2)NCC2=CC=CC=C2C1)O)OC(C)C {6-bromo-8-[(propan-2-yl)oxy]imidazo[1,2-a]pyrazin-2-yl}((3R,3'R)-3'-hydroxy-1,4-dihydro-1'H,2H-spiro[isoquinoline-3,4'-piperidin]-1'-yl)methanone